O=C1NC(CCC1C1=NN(C2=C(C=CC=C12)OCC(=O)N1CCN(CC1)C(=O)C1=NN(C(=C1)C(=O)O)C)C)=O 3-(4-(2-((3-(2,6-dioxopiperidin-3-yl)-1-methyl-1H-indazol-7-yl)oxy)acetyl)-piperazine-1-carbonyl)-1-methyl-1H-pyrazole-5-carboxylic acid